COC=1C=C(C=CC1)C1=NN2C(=NC3=C(C2=N1)N=CC=C3)N[C@H]3C(NCC3)=O (3R)-3-{[2-(3-methoxyphenyl)pyrido[2,3-e][1,2,4]triazolo[1,5-c]pyrimidin-5-yl]amino}pyrrolidin-2-one